(5'S,7a'R)-5'-(3,5-difluorophenyl)-1-(2,3-dihydro-1-benzo-furan-5-carbonyl)-tetrahydro-3'H-spiro-[piperidine-4,2'-pyrrolo[2,1-b][1,3]-oxazol]-3'-one FC=1C=C(C=C(C1)F)[C@@H]1CC[C@H]2OC3(C(N21)=O)CCN(CC3)C(=O)C=3C=CC2=C(CCO2)C3